9-bromo-N-[4-(4-methylpiperazin-1-yl)phenyl]-6-propyl-6H-pyrimido[5,4-c][2,1]benzothiazin-2-amine 5,5-dioxide BrC=1C=CC2=C(C3=C(S(N2CCC)(=O)=O)C=NC(=N3)NC3=CC=C(C=C3)N3CCN(CC3)C)C1